6-methyl-2-(1-(1-(m-tolyl)-1H-imidazol-2-yl)isoindolin-2-yl)-4-(trifluoromethyl)nicotinonitrile CC1=NC(=C(C#N)C(=C1)C(F)(F)F)N1C(C2=CC=CC=C2C1)C=1N(C=CN1)C=1C=C(C=CC1)C